BrCC1=CC=C(C=C1)B(O)O (4-(bromomethyl)phenyl)-boronic acid